FC=1C(=C(C=CC1C1=NC=NC=2NC3=CC(=CC=C3C21)N2CCNCC2)[C@@H](C)NC(=O)C2=NC(=NO2)C2(CC2)C)C (R)-N-(1-(3-fluoro-2-methyl-4-(7-(piperazin-1-yl)-9H-pyrimido[4,5-b]indol-4-yl)phenyl)ethyl)-3-(1-methylcyclopropyl)-1,2,4-oxadiazole-5-carboxamide